ClC1=NC(=CC(=C1)C=1C(=NN2C1N=C(C=C2)N[C@@H]2CNCCC2)C=2C=C(C#N)C=CC2)C 3-[3-(2-chloro-6-methyl-4-pyridinyl)-5-[[(3S)-3-piperidinyl]amino]pyrazolo[1,5-a]pyrimidin-2-yl]benzonitrile